C(C)N1N=C(C(=C1)C1=C(C=CC(=C1)F)C1C2=C(CNC1)SC(=C2)C#N)C(F)(F)F 4-(2-(1-ethyl-3-(trifluoromethyl)-1H-pyrazol-4-yl)-4-fluorophenyl)-4,5,6,7-tetrahydrothieno[2,3-c]pyridine-2-carbonitrile